7-(Acryloyloxy)-heptyl methacrylat C(C(=C)C)(=O)OCCCCCCCOC(C=C)=O